BrC1=CC(=CN1)CN(C(OC(C)(C)C)=O)C tert-butyl N-[(5-bromo-1H-pyrrol-3-yl) methyl]-N-methylcarbamate